1-(3-difluoromethyl-bicyclo[1.1.1]pent-1-yl)-3-[2-methoxy-1-(3-trifluoromethyl-phenyl)-ethyl]-urea FC(C12CC(C1)(C2)NC(=O)NC(COC)C2=CC(=CC=C2)C(F)(F)F)F